C=C1C(CC(CC1)=C)N=C=N 1,4-dimethylenecyclohexylcarbodiimide